C1(CCCC1)N cyclopentyl-amine